FC1(CC(C1)CN1N=C(C(=C1C(=O)NC1=CC(=NC=C1)S(=O)(=N)C)C(F)(F)F)C(C)(F)F)F 1-((3,3-difluorocyclobutyl)methyl)-3-(1,1-difluoroethyl)-N-(2-(S-methylsulfonimidoyl)pyridin-4-yl)-4-(trifluoromethyl)-1H-pyrazole-5-carboxamide